(R)-1-(3-((2,2'-dimethyl-3'-(3-((1-methylpiperidin-4-yl)amino)propoxy)-[1,1'-biphenyl]-3-yl)oxy)propyl)pyrrolidin-3-ol CC1=C(C=CC=C1OCCCN1C[C@@H](CC1)O)C1=C(C(=CC=C1)OCCCNC1CCN(CC1)C)C